5-bromo-1'-(4'-oxo-1,3-dihydro-4'H-spiro[indene-2,5'-[1,3]oxazol]-2'-yl)-3H-spiro[2-benzofuran-1,4'-piperidin]-3-one BrC1=CC2=C(C=C1)C1(CCN(CC1)C=1OC3(C(N1)=O)CC1=CC=CC=C1C3)OC2=O